FC1(CCC(=CC1)C1=CC(=C(C=C1)C#N)C1=NN(C=C1)C)F 4',4'-difluoro-3-(1-methyl-1H-pyrazol-3-yl)-2',3',4',5'-tetrahydro-[1,1'-biphenyl]-4-carbonitrile